NC1=C2NC(N(C2=NC(=N1)OCCCC)CC1=CC=C(CN2CCC(CC2)CCNC(C2=CC=C(C=C2)O)=O)C=C1)=O N-(2-(1-(4-((6-amino-2-butoxy-8-oxo-7,8-dihydro-9H-purin-9-yl)methyl)benzyl)piperidin-4-yl)ethyl)-4-hydroxybenzamide